((4-(4,4-difluoropiperidin-3-yl)pyridin-2-yl)methyl)carbamic acid benzyl ester trifluoroacetate FC(C(=O)O)(F)F.C(C1=CC=CC=C1)OC(NCC1=NC=CC(=C1)C1CNCCC1(F)F)=O